FC=1C=C2C(=C(/C(/C2=CC1)=C/C1=C(C=CC2=CC=CC=C12)OC)C)CC(=O)O 2-[(1Z)-5-fluoro-1-[(2-methoxynaphthalen-1-yl)methylene]-2-methyl-1H-inden-3-yl]acetic acid